2-{[(1R)-1-(4-Chlorophenyl)-7-fluoro-5-[1-(4-fluoropiperidin-4-yl)-1-hydroxypropyl]-3-oxo-1-[(3S)-oxolan-3-yloxy]-2,3-dihydro-1H-isoindol-2-yl]methyl}pyrimidin-5-carbonitril ClC1=CC=C(C=C1)[C@@]1(N(C(C2=CC(=CC(=C12)F)C(CC)(O)C1(CCNCC1)F)=O)CC1=NC=C(C=N1)C#N)O[C@@H]1COCC1